O[C@@H]1CN(CC1)C(=O)[C@@H]1CCC(N1C1=NC(=CC(=C1)C(F)(F)F)C)=O (S)-5-[(S)-3-hydroxypyrrolidine-1-carbonyl]-1-(6-methyl-4-(trifluoromethyl)pyridin-2-yl)pyrrolidin-2-one